C(C)(C)(C)OC(=O)OC1=C(C=C(C=C1)B1OC(C)(C)C(C)(C)O1)Cl 4-(tert-butoxycarbonyloxy)-3-chloro-phenylboronic acid pinacol ester